6-bromo-7-fluoro-2H-isoquinolin-1-one BrC=1C=C2C=CNC(C2=CC1F)=O